2-(3-cyclopentyl-5-phenyl-1H-pyrazol-4-yl)ethanehydroxamic acid C1(CCCC1)C1=NNC(=C1CC(=O)NO)C1=CC=CC=C1